ClC=1C=C(C=CC1)[C@H]1[C@@H]([C@H](C1)NC(=O)C=1N=NN(C1)[C@@H](C)C1=CC=C2C3(CN(CC2=C1)C)CC3)O N-((1S,2S,3S)-3-(3-Chlorophenyl)-2-hydroxycyclobutyl)-1-((S)-1-(2'-methyl-2',3'-dihydro-1'H-spiro[cyclopropane-1,4'-isoquinolin]-7'-yl)ethyl)-1H-1,2,3-triazole-4-carboxamide